ClC=1C=CC(=C(C1)C1=CC(N(C=C1OC)C(C(=O)O)CC)=O)N1N=NN=C1 2-{4-[5-chloro-2-(1H-tetrazol-1-yl)phenyl]-5-methoxy-2-oxopyridin-1(2H)-yl}butanoic acid